(E)-2,4,6-trifluoro-N-(2-methoxy-5-(4-(4-(4-oxopent-2-enoyl)piperazin-1-yl)quinazolin-6-yl)pyridin-3-yl)benzenesulfonamide FC1=C(C(=CC(=C1)F)F)S(=O)(=O)NC=1C(=NC=C(C1)C=1C=C2C(=NC=NC2=CC1)N1CCN(CC1)C(\C=C\C(C)=O)=O)OC